IC1=CC=C(C=C1)C(C)(C)C 1-iodo-4-(tert-butyl)benzene